BrC1=NN(C(=N1)Br)C1CCN(CC1)C(=O)O 4-(3,5-dibromo-1,2,4-triazol-1-yl)piperidine-1-carboxylic acid